ethyl 1'-(adamantan-1-ylmethyl)-5-(2-(6-bromopyridin-3-yl)-2-oxoethoxy)-5'-methyl-1'h,2h-[3,4'-bipyrazole]-4-carboxylate C12(CC3CC(CC(C1)C3)C2)CN2N=CC(=C2C)C=2NN=C(C2C(=O)OCC)OCC(=O)C=2C=NC(=CC2)Br